ClC1=C(OC(C)C2CN(C2)C(=O)N2C[C@H]3[C@H](OCC(N3)=O)CC2)C=CC(=C1)C(F)(F)F (4aS,8aR)-6-(3-(1-(2-chloro-4-(trifluoromethyl)phenoxy)ethyl)azetidine-1-carbonyl)hexahydro-2H-pyrido[4,3-b][1,4]oxazin-3(4H)-one